5-(8-fluoro-2-methylimidazo[1,2-a]pyridin-6-yl)-2-isobutyl-7H-pyrrolo[2,3-d]pyrimidine FC=1C=2N(C=C(C1)C1=CNC=3N=C(N=CC31)CC(C)C)C=C(N2)C